BrC=1C=C(C=CC1)C1(CC(C1)CO)C1=NN=CN1C (3-(3-bromophenyl)-3-(4-methyl-4H-1,2,4-triazol-3-yl)cyclobutyl)methanol